(((1S,2R)-2-allyl-cyclopropyl)methoxy)(tert-butyl)diphenylsilane C(C=C)[C@H]1[C@H](C1)CO[Si](C1=CC=CC=C1)(C1=CC=CC=C1)C(C)(C)C